(S)-tert-butyl 7-(4-((3-(((benzyloxy)carbonyl)amino)-4-methoxy-4-oxobutyl) (2,2-difluoroethyl)amino) butyl)-3,4-dihydro-1,8-naphthyridine-1(2H)-carboxylate C(C1=CC=CC=C1)OC(=O)N[C@@H](CCN(CCCCC1=CC=C2CCCN(C2=N1)C(=O)OC(C)(C)C)CC(F)F)C(=O)OC